O1CCN(CC1)C1=NC(=NC(=N1)N1CCNCC1)C1(NC(=NC=C1)N)C(F)(F)F 4-(4-morpholino-6-(piperazin-1-yl)-1,3,5-triazin-2-yl)4-(trifluoromethyl)pyrimidin-2-amine